6-(4-((R)-4-((R)-7-Methyl-3-oxo-4-(trifluoromethyl)-3,5,6,7-tetrahydro-2H-cyclopenta[c]pyridazin-7-yl)morpholine-2-carbonyl)piperazin-1-yl)nicotinonitrile C[C@]1(CCC=2C1=NNC(C2C(F)(F)F)=O)N2C[C@@H](OCC2)C(=O)N2CCN(CC2)C2=NC=C(C#N)C=C2